FC=1C=C(C=CC1)C=1N=C2N(C(C1C)=O)C=C(C=C2C(C)NC2=C(C=CC=C2)C#CC(=O)OC)C methyl 3-(2-((1-(2-(3-fluorophenyl)-3,7-dimethyl-4-oxo-4H-pyrido[1,2-a]pyrimidin-9-yl)ethyl)amino)phenyl)propiolate